7-(((((S)-1-ethoxy-1-oxopropan-2-yl)amino)(phenoxy)phosphoryl)methyl)-2-naphthoic acid C(C)OC([C@H](C)NP(=O)(OC1=CC=CC=C1)CC1=CC=C2C=CC(=CC2=C1)C(=O)O)=O